BrC1=NN(C2=C1N=C(N=C2O)NC(OC)=O)CC2=C(C=C(C=C2)CO)OC methyl (3-bromo-7-hydroxy-1-(4-(hydroxy methyl)-2-methoxy benzyl)-1H-pyrazolo[4,3-d]pyrimidin-5-yl)carbamate